N1N=CC(=C1)CN(C1CCC(CC1)NC1=NC=C(C(=N1)C=1C=NN(C1CC1CC1)C)Cl)CC(F)(F)F (1R,4R)-N1-((1H-pyrazol-4-yl)methyl)-N4-(5-chloro-4-(5-(cyclopropyl-methyl)-1-methyl-1H-pyrazol-4-yl)pyrimidin-2-yl)-N1-(2,2,2-trifluoroethyl)cyclohexane-1,4-diamine